COC1=CC=C(CN(C=2C=3N(C=C(N2)C=2C(=C(C#N)C=CC2)F)N=C(N3)CC3=C(C=CC=C3C=O)F)CC3=CC=C(C=C3)OC)C=C1 3-(8-(bis(4-methoxybenzyl)amino)-2-(2-fluoro-6-formylbenzyl)-[1,2,4]triazolo[1,5-a]pyrazin-6-yl)-2-fluorobenzonitrile